NCOC(=O)C1CCCCC1 aminomethylcyclohexanecarboxylate